5-((1S,4S)-5-((1-(benzo[4,5]imidazo[1,2-a]pyrimidin-2-yl)piperidin-4-yl)methyl)-2,5-diazabicyclo[2.2.1]heptane-2-yl)-2-(2,4-dioxotetrahydropyrimidin-1(2H)-yl)isoindoline-1,3-dione N=1C=2N(C=CC1N1CCC(CC1)CN1[C@@H]3CN([C@H](C1)C3)C=3C=C1C(N(C(C1=CC3)=O)N3C(NC(CC3)=O)=O)=O)C3=C(N2)C=CC=C3